N-[1-(2,6-Difluoro-4-methoxyphenyl)-4-(3-methoxyphenyl)-1H-imidazol-2-yl]-4-(difluoromethoxy)benzamide FC1=C(C(=CC(=C1)OC)F)N1C(=NC(=C1)C1=CC(=CC=C1)OC)NC(C1=CC=C(C=C1)OC(F)F)=O